2-amino-4-(butylamino)-6-((4-(pyrrolidin-1-ylmethyl)cyclohexyl)methyl)pyrido[4,3-d]pyrimidin-5(6H)-one NC=1N=C(C2=C(N1)C=CN(C2=O)CC2CCC(CC2)CN2CCCC2)NCCCC